(E)-N2-(1H-Benzo[d]imidazol-2-yl)-5-{2-[(2,4-difluorophenyl)sulfonyl]vinyl}-N4-methylpyrimidine-2,4-diamine N1C(=NC2=C1C=CC=C2)NC2=NC=C(C(=N2)NC)\C=C\S(=O)(=O)C2=C(C=C(C=C2)F)F